OC(C(=O)C1=C(C(=O)C2=CC=C(C=C2)OCCO)C=CC=C1)(C)C 2-hydroxy-4'-(2-hydroxyethoxy)-2-methylpropanoyl-benzophenone